N-[(2-bromophenyl)methyl]-4-methyl-benzenesulfonamide BrC1=C(C=CC=C1)CNS(=O)(=O)C1=CC=C(C=C1)C